ClC=1C=C(C=C(C1Cl)Cl)[C@@]1(CC(=NO1)C1=CC=C(S1)C(=O)N)C(F)(F)F 5-[(5S)-5-(3,4,5-trichloro-phenyl)-5-(trifluoromethyl)-4,5-dihydroisoxazol-3-yl]thiophene-2-carboxamide